C1(=CC=CC=C1)P(C1=NC2=CC=C(C=C2C(=C1)C(F)F)Br)C1=CC=CC=C1 diphenyl-(6-bromo-4-difluoromethyl-quinolin-2-yl)phosphorus